5-((((3'-chloro-2'-(2-chloro-3-((2-fluoro-3-(((2-methoxyethyl)amino)methyl)phenyl)amino)phenyl)-6-methoxy-[2,4'-bipyridin]-5-yl)methyl)amino)methyl)pyrrolidin-2-one ClC=1C(=NC=CC1C1=NC(=C(C=C1)CNCC1CCC(N1)=O)OC)C1=C(C(=CC=C1)NC1=C(C(=CC=C1)CNCCOC)F)Cl